OC=1C=C(C=C(C1OC)OC)C1C2C(CO1)C(OC2)=O Tetrahydro-4-(3-hydroxy-4,5-dimethoxyphenyl)-1H,3H-furo[3,4-c]furan-1-one